2,2-(ethylenedioxy)diethyl mercaptan C(OCCS)COCCS